C(C)(C)(C)OC(=O)N[C@H](C(=O)N[C@H](C(=O)OC)CC1C(NC2(CC2)CC1)=O)CC1CC1 methyl (2S)-2-[[(2S)-2-(tert-butoxycarbonylamino)-3-cyclopropyl-propanoyl]amino]-3-(5-oxo-4-azaspiro[2.5]octan-6-yl)propanoate